silazole [SiH2]1N=CC=C1